6-(((1-isopropyl-1H-1,2,3-triazol-4-yl)(pyrazolo[1,5-a]pyridin-4-yl)methyl)amino)quinoline-3-carbonitrile C(C)(C)N1N=NC(=C1)C(C=1C=2N(C=CC1)N=CC2)NC=2C=C1C=C(C=NC1=CC2)C#N